BrC1=CN=C(S1)S(=O)(=O)Cl 5-Bromothiazole-2-sulfonyl chloride